(2S,5R)-benzyloxyamino-piperidine methyl-4-[4-benzyloxy-5-cyano-1-(4-fluorophenyl)-2-tetrahydropyran-4-yl-indol-3-yl]benzoate COC(C1=CC=C(C=C1)C1=C(N(C2=CC=C(C(=C12)OCC1=CC=CC=C1)C#N)C1=CC=C(C=C1)F)C1CCOCC1)=O.C(C1=CC=CC=C1)ONN1CCCCC1